N6-(tert-butoxycarbonyl)-L-lysine methyl ester hydrochloride Cl.COC([C@@H](N)CCCCNC(=O)OC(C)(C)C)=O